C1(CCC1)C1=C(C=CC=C1F)C1=C(C=CC(=C1)N1N=C(C=C1NS(=O)(=O)C)C)O[C@H]1C[C@@H](CC1)NC(OC(C)(C)C)=O tert-butyl [(1R,3R)-3-({2'-cyclobutyl-3'-fluoro-5-[5-(methanesulfonamido)-3-methyl-1H-pyrazol-1-yl][1,1-biphenyl]-2-yl}oxy)cyclopentyl]carbamate